[Cl-].C[N+](CCC[Si](OC)(OC)OC)(CCCCCCCCCCCCCCCC)C dimethyl-hexadecyl-[3-(trimethoxysilyl)propyl]ammonium chloride